Cl.C1NCC12CCC(CC2)NC(=O)N(S(=O)(=O)C)S(=O)(=O)C N-(2-azaspiro[3.5]nonane-7-yl)-N',N'-dimethylsulfonylurea hydrochloride